cis-N-cyclopropyl-6-[(5-methyl-1H-pyrazol-3-yl)amino]-2-[(5-hydroxyadamantan-2-yl)amino]pyrimidine-4-carboxamide C1(CC1)NC(=O)C1=NC(=NC(=C1)NC1=NNC(=C1)C)NC1C2CC3CC(CC1C3)(C2)O